1-(4-vinylphenyl)propan-2-one C(=C)C1=CC=C(C=C1)CC(C)=O